(R)-3-(3-(3-(1H-indol-4-yl)phenyl)isoxazol-5-yl)-3-hydroxy-1-methylpyrrolidin-2-one N1C=CC2=C(C=CC=C12)C=1C=C(C=CC1)C1=NOC(=C1)[C@]1(C(N(CC1)C)=O)O